[Ga].[In] indium gallium salt